tin methoxide C[O-].[Sn+4].C[O-].C[O-].C[O-]